FC1([C@@H]([C@@H](N(C1)C(=O)[C@@H]1OCC1)CC=1C(=C(C=CC1)C1=C(C(=CC=C1)F)F)F)NS(=O)(=O)C)F N-{(2S,3R)-4,4-difluoro-1-((2R)-oxetane-2-carbonyl)-2-[(2,2',3'-trifluoro[1,1'-biphenyl]-3-yl)methyl]pyrrolidin-3-yl}methanesulfonamide